Thioxanthone ammonium salt [NH4+].C1=CC=CC=2SC3=CC=CC=C3C(C12)=O